O=S1(C=2C=CC=CC2CC2=CC=C(C=C12)S(=O)(=O)[O-])=O 10,10-dioxothioxanthene-6-sulfonate